COC=1C=C(C=CC1OC)CC#N 2-(3,4-dimethoxyphenyl)acetonitrile